1-(6-fluoro-4-phenyl-3,4-dihydroquinoxalin-1(2H)-yl)-3-(pyrrolidin-1-yl)propan FC=1C=C2N(CCN(C2=CC1)CCCN1CCCC1)C1=CC=CC=C1